6-(2-chloro-4-fluoro-5-methoxyphenyl)-3-(isoquinolin-4-yl)thieno[3,2-d]pyrimidin-2,4(1H,3H)-dione ClC1=C(C=C(C(=C1)F)OC)C1=CC=2NC(N(C(C2S1)=O)C1=CN=CC2=CC=CC=C12)=O